3-bromo-5-(methylsulfonyl)aniline BrC=1C=C(N)C=C(C1)S(=O)(=O)C